N-[(1Z)-1-(5-bromo-3-fluoropyridin-2-yl)ethylidene]-2-methylpropane-2-sulfinamide BrC=1C=C(C(=NC1)\C(\C)=N/S(=O)C(C)(C)C)F